FC(OC1=CC=C(C=C1)S)(F)F 4-(trifluoromethoxy)benzenethiol